COC([C@H](C)OC1=C(C=C(C(=C1)Cl)Cl)C1=NOCC1OCC)=O Methyl-(2S)-2-[4,5-dichloro-2-(4-ethoxy-4,5-dihydroisoxazol-3-yl)phenoxy]propanoat